NCC=1C(=NSC1C1=CC=C(O[C@@H]2C[C@H](CCC2)C(=O)OC(C)C)C=C1)C |r| (+/-)-isopropyl (1S,3S)-3-(4-(4-(aminomethyl)-3-methylisothiazol-5-yl) phenoxy)cyclohexane-1-carboxylate